NC=1C(=C(C=NC1)C=1C=C2C=CN=NC2=CC1)C 6-(5-Amino-4-methylpyridin-3-yl)cinnolin